(E)-1,1-Difluoro-5-phenylpent-2-en-1-yl acetate C(C)(=O)OC(\C=C\CCC1=CC=CC=C1)(F)F